1-(3-Acetylphenyl)-3-(1-(4-cyanobenzyl)-3-(2-methoxyethyl)-2,4-dioxo-1,2,3,4-tetrahydroquinazolin-6-yl)urea C(C)(=O)C=1C=C(C=CC1)NC(=O)NC=1C=C2C(N(C(N(C2=CC1)CC1=CC=C(C=C1)C#N)=O)CCOC)=O